OCCN(C1CCNCC1)C 4-[(2-hydroxyethyl)(methyl)amino]piperidin